(R or S)-1-(1-(2-(4-(2-hydroxypropan-2-yl)-2-azabicyclo[2.1.1]hexan-2-yl)pyridin-4-yl)-1H-indazol-6-yl)spiro[2.2]pentane-1-carbonitrile OC(C)(C)C12CN(C(C1)C2)C2=NC=CC(=C2)N2N=CC1=CC=C(C=C21)[C@]2(CC21CC1)C#N |o1:25|